1-fluoro-3-(1-phenylvinyl)benzene FC1=CC(=CC=C1)C(=C)C1=CC=CC=C1